C12COCC(CC1)N2C2=NC=C(C=N2)OC2=CN=C(S2)C2(CC(C2)OC)C(=O)N (5-((2-(3-oxa-8-azabicyclo[3.2.1]octan-8-yl)pyrimidin-5-yl)oxy)thiazol-2-yl)-3-methoxycyclobutane-1-carboxamide